FC(C(CO)F)(F)S(=O)(=O)[O-] 1,1,2-trifluoro-3-hydroxypropylsulfonate